NC1=NN2C(C=C(C=C2)C=2C=C(C(=NC2C)OC)C(=O)NCC2=C(C=CC(=C2)OC(F)(F)F)F)=N1 5-{2-amino-[1,2,4]triazolo[1,5-a]pyridin-7-yl}-N-{[2-fluoro-5-(trifluoromethoxy)phenyl]methyl}-2-methoxy-6-methylpyridine-3-carboxamide